C1(CCCC1)N1C(=NC2=C1C=C(C(=C2)OCCCN2CCCC2)OC)N 1-cyclopentyl-6-methoxy-5-(3-(pyrrolidin-1-yl)propoxy)-1H-benzo[d]imidazol-2-amine